1-(1-(cis-4-isopropylcyclohexyl)piperidin-4-yl)-3-(pyrrolidin-1-ylmethyl)-1H-indol-5-yl methylcarbamate CNC(OC=1C=C2C(=CN(C2=CC1)C1CCN(CC1)[C@@H]1CC[C@@H](CC1)C(C)C)CN1CCCC1)=O